S(=O)(=O)(O)C(CSSCC(S(=O)(=O)O)S(=O)(=O)O)S(=O)(=O)O Bis-Sulfoethyldisulfid